4-[4-[[(4S)-8-chlorochroman-4-yl]carbamoylamino]thiazol-2-yl]-2-fluoro-benzoic acid ClC=1C=CC=C2[C@H](CCOC12)NC(=O)NC=1N=C(SC1)C1=CC(=C(C(=O)O)C=C1)F